4,4'-methylenedi-o-toluidine C(C=1C=C(C(N)=CC1)C)C=1C=C(C(N)=CC1)C